COC=1C=C2CCNC(C2=CC1OC)=O 6,7-dimethoxy-3,4-dihydroisoquinolin-1(2H)-one